Fmoc-L-Leucine C(=O)(OCC1C2=CC=CC=C2C2=CC=CC=C12)N[C@@H](CC(C)C)C(=O)O